C1(=CC=C(C=C1)N(C1=CC=C(C=C1)C)NC1=CC=2C3(C4=CC(=CC=C4C2C=C1)NN(C1=CC=C(C=C1)C)C1=CC=C(C=C1)C)C1=CC(=CC=C1C=1C=CC(=CC13)NN(C1=CC=C(C=C1)C)C1=CC=C(C=C1)C)NN(C1=CC=C(C=C1)C)C1=CC=C(C=C1)C)C 2,2',7,7'-tetrakis(N,N-di-p-tolylamino)amino-9,9-spirobifluorene